tert-butyl-dimethyl-[2-[5-tributylstannyl-4-(trifluoromethyl)thiazol-2-yl]propoxy]silane TERPhENYL-ACETATE (2-(4-methylcyclohex-3-en-1-yl)propan-2-yl-acetate) CC1=CCC(CC1)C(C)(C)CC(=O)O.C=1(C(=CC=CC1)CC(=O)O)C=1C(=CC=CC1)C1=CC=CC=C1.C(C)(C)(C)[Si](OCC(C)C=1SC(=C(N1)C(F)(F)F)[Sn](CCCC)(CCCC)CCCC)(C)C